COC(=O)C1=CSC=2C1=NC(=CC2C2=C(C=CC(=C2)Cl)OCCBr)C.CC2=C(C=C(C(=O)NC=1N=NN(C1)C(C)C)C=C2)C#CC=2C=NC=CC2 4-methyl-N-[1-(propan-2-yl)-1H-1,2,3-triazol-4-yl]-3-[2-(pyridin-3-yl)ethynyl]benzamide methyl-7-[2-(2-bromanylethoxy)-5-chloranyl-phenyl]-5-methyl-thieno[3,2-b]pyridine-3-carboxylate